C(C)(=O)OCC=1NC(=C(C(C1C(=O)OCC)C1=C(C(=CC(=C1)F)F)C(C)F)C(=O)OC)C 3-Ethyl 5-methyl 2-(acetoxymethyl)-4-(3,5-difluoro-2-(1-fluoroethyl) phenyl)-6-methyl-1,4-dihydropyridine-3,5-dicarboxylate